NC1=CC(N(C=N1)CC1(CCN(CC1)C(C[C@@H](C)C1=CC=CC=C1)=O)O)=O (R)-6-Amino-3-((4-hydroxy-1-(3-phenylbutanoyl)piperidin-4-yl)methyl)pyrimidin-4(3H)-one